C([C@@H]([C@H](C(=O)[C@@H](C(=O)[O-])O)O)O)O The molecule is the conjugate base of 3-dehydro-L-gulonic acid; major species at pH 7.3. It has a role as a human metabolite. It is a conjugate base of a 3-dehydro-L-gulonic acid.